BrC1=C2C=NN(C2=CC(=C1C(=O)C1=C(CCC(=C1)F)Cl)F)C (4-bromo-6-fluoro-1-methylindazol-5-yl)(2-chloro-5-fluorocyclohexa-1,5-dienyl)methanone